NC=1C=CC(=C(C1)S(=O)(=O)O)C 5-amino-2-methylbenzene-1-sulfonic acid